C(C)OC(=O)[C@H](O)[C@@H](O)[C@H](O)[C@H](O)COP(=O)(O)O 6-phosphogluconic acid ethyl ester